C(C1=CC=CC=C1)OC1=C(C=CC=C1Br)CC(=O)NC1=CC=CC2=CC=CC=C12 2-(2-(Benzyloxy)-3-bromophenyl)-N-(naphthalen-1-yl)acetamide